5-ethynyl-6-fluoro-4-(8-fluoro-2-{[(2R,7aS)-2-fluorotetrahydro-1H-pyrrolizin-7a(5H)-yl]methoxy}-4-[(2R)-2-hydroxy-2-methylcyclobutyl]pyrido[4,3-d]pyrimidin-7-yl)naphthalen-2-ol C(#C)C1=C2C(=CC(=CC2=CC=C1F)O)C1=C(C=2N=C(N=C(C2C=N1)C1[C@](CC1)(C)O)OC[C@]12CCCN2C[C@@H](C1)F)F